ClC1=C(C(=O)NC(C(=O)O)CCN(CCCCC2=NC=3NCCCC3C=C2)CC(C)(C)C#N)C=CC=C1F 2-[(2-chloro-3-fluoro-benzoyl)amino]-4-[(2-cyano-2-methyl-propyl)-[4-(5,6,7,8-tetrahydro-1,8-naphthyridin-2-yl)butyl]amino]butanoic acid